2-(3,5-dichloro-4-((4-isopropyl-5-oxo-4,5-dihydro-1,3,4-oxadiazol-2-yl)methyl)phenyl)-6-(1H-tetrazol-5-yl)-1,2,4-triazine-3,5(2H,4H)-dione ClC=1C=C(C=C(C1CC=1OC(N(N1)C(C)C)=O)Cl)N1N=C(C(NC1=O)=O)C1=NN=NN1